C1=CC=C(C=2SC3=C(C21)C=CC=C3)C3=CC=C(C=C3)C3=CC=C(C=C3)C3=CC=CC2=C3SC3=C2C=CC=C3 bis(dibenzothiophen-4-yl)-1,1'-biphenyl